FC1=C(C=C(C(=O)OC)C=C1)C=C methyl 4-fluoro-3-vinylbenzoate